N-(4-(((8-isopropyl-2-((1-methylpiperidin-4-yl)oxy)pyrazolo[1,5-a][1,3,5]triazin-4-yl)amino)methyl)phenyl)tetrahydro-2H-pyran-4-carboxamide C(C)(C)C=1C=NN2C1N=C(N=C2NCC2=CC=C(C=C2)NC(=O)C2CCOCC2)OC2CCN(CC2)C